N-(2,6-dimethylpyrimidin-4-yl)-5-(2-methyl-5-(((cis)-2-methyltetrahydrofuran-3-yl)methoxy)pyridin-4-yl)pyrazolo[1,5-a]pyridin-2-amine CC1=NC(=CC(=N1)NC1=NN2C(C=C(C=C2)C2=CC(=NC=C2OC[C@@H]2[C@@H](OCC2)C)C)=C1)C